N-(8,9-difluoro-6-oxo-1,4,5,6-tetrahydro-2H-pyrano[3,4-c]isoquinolin-1-yl)-5-(4-fluorophenyl)-N-methylisoxazole-3-carboxamide FC=1C(=CC=2C3=C(NC(C2C1)=O)COCC3N(C(=O)C3=NOC(=C3)C3=CC=C(C=C3)F)C)F